[3,5-bis(tert-butyl) phenyl] borate B(OC1=CC(=CC(=C1)C(C)(C)C)C(C)(C)C)([O-])[O-]